2-(3-methyloxetan-3-yl)acetaldehyde CC1(COC1)CC=O